C(C=C)(=O)OC1=C(C=C(C=C1Br)CCCCCCCCCCCC)Br 2,6-dibromo-4-dodecylphenyl acrylate